CC1=C(C(=CC=C1)C)NC(C1=CC=CC=C1)=NP(CC)CC N1-(2,6-dimethylphenyl)-N2-(diethylphosphino)benzamidine